2-(2-Ethoxy-4-(4,4,5,5-tetramethyl-1,3,2-dioxaborolan-2-yl)phenyl)acetic Acid C(C)OC1=C(C=CC(=C1)B1OC(C(O1)(C)C)(C)C)CC(=O)O